[Cl].[OH-].C(CC)[N+](CCC)(CCC)CCC tetrapropylammonium hydroxide chlorine